(2-(4-Aminobutoxy)-4,6-dichlorobenzyl)-1H-imidazo[4,5-c]pyridin-4-amine NCCCCOC1=C(CN2C=NC=3C(=NC=CC32)N)C(=CC(=C1)Cl)Cl